(R)-(+)-1,2-dithiolane-3-pentanoic acid C1CSS[C@@H]1CCCCC(=O)O